C(C)OC(CC=C)=O Ethyl-Vinyl-Acetat